(S)-6-amino-2-{[(benzyloxy)carbonyl]amino}hexanoic acid NCCCC[C@@H](C(=O)O)NC(=O)OCC1=CC=CC=C1